[3-chloro-5-[(1R)-3-oxocyclopentyl]-2-pyridyl]carbamate ClC=1C(=NC=C(C1)[C@H]1CC(CC1)=O)NC([O-])=O